1-benzyl-3-(2-{[4-(4-methylpiperazin-1-yl)phenyl]amino}-5-[2-(triisopropylsilyl)ethynyl]pyrido[2,3-d]pyrimidin-7-yl)urea C(C1=CC=CC=C1)NC(=O)NC=1C=C(C2=C(N=C(N=C2)NC2=CC=C(C=C2)N2CCN(CC2)C)N1)C#C[Si](C(C)C)(C(C)C)C(C)C